tert-butyl 3-[4-[1-(2,6-dibenzyloxy-3-pyridyl)-3-methyl-2-oxo-benzimidazol-5-yl]piperazin-1-yl]propanoate C(C1=CC=CC=C1)OC1=NC(=CC=C1N1C(N(C2=C1C=CC(=C2)N2CCN(CC2)CCC(=O)OC(C)(C)C)C)=O)OCC2=CC=CC=C2